C(CCCCCCC(=O)OC(CCCCCCCC)CCCCCCCC)(=O)OCC(CBr)COC(CCCCCCC\C=C/CCCCCCCC)=O 1-(3-bromo-2-((oleoyloxy)methyl) propyl) 8-(heptadecan-9-yl) octanedioate